1-{2-[acetyl(methyl)amino]ethyl}-2-([4-[2-(4-chloro-2-fluorophenyl)-2-methyl-1,3-benzodioxol-4-yl]piperidin-1-yl]methyl)-1H-benzimidazole-6-carboxylic acid C(C)(=O)N(CCN1C(=NC2=C1C=C(C=C2)C(=O)O)CN2CCC(CC2)C2=CC=CC=1OC(OC12)(C)C1=C(C=C(C=C1)Cl)F)C